COC1=C(C=CC(=C1)OC)CN(S(=O)(=O)C(C=O)(C)C)CC1=C(C=C(C=C1)OC)OC N,N-bis[(2,4-dimethoxyphenyl)methyl]-2-methyl-1-oxo-propane-2-sulfonamide